5-((2R,4S)-2-(2-(2-((tert-butoxycarbonyl)amino)ethoxy)-5-fluorophenyl)-4-fluoropyrrolidin-1-yl)pyrazolo[1,5-a]pyrimidine-3-carboxylic acid C(C)(C)(C)OC(=O)NCCOC1=C(C=C(C=C1)F)[C@@H]1N(C[C@H](C1)F)C1=NC=2N(C=C1)N=CC2C(=O)O